N-(4-(5,6-dimethoxy-1H-benzo[d][1,2,3]triazol-1-yl)-2,6-difluorobenzyl)sulfamide COC1=CC2=C(N(N=N2)C2=CC(=C(CNS(=O)(=O)N)C(=C2)F)F)C=C1OC